N1N=CC2=CC(=CC=C12)NC=1C=CC=2N(N1)C(=CN2)C2=NOC(=N2)CS(=O)CC2=CC=C(C=C2)OC N-(1H-indazol-5-yl)-3-{5-{[(4-methoxybenzyl)sulfinyl]methyl}-1,2,4-oxadiazol-3-yl}imidazo[1,2-b]pyridazin-6-amine